4-(7-(8-ethynyl-7-fluoro-3-hydroxynaphthalen-1-yl)-8-fluoro-2-(((2r,7as)-2-fluorohexahydro-1H-pyrrolizin-7a-yl)methoxy)pyrido[4,3-d]pyrimidin-4-yl)-6-methyl-1,4-oxazepan-6-ol C(#C)C=1C(=CC=C2C=C(C=C(C12)C1=C(C=2N=C(N=C(C2C=N1)N1CCOCC(C1)(O)C)OC[C@]12CCCN2C[C@@H](C1)F)F)O)F